6-(5,6-dimethyl-2-(4-methylpiperazin-1-yl)pyrimidin-4-yl)-5,6,7,8-tetrahydro-1,6-naphthyridine CC=1C(=NC(=NC1C)N1CCN(CC1)C)N1CC=2C=CC=NC2CC1